CC1(OCCO1)CCCCNC(=S)NC(C1=CC=CC=C1)=O (2-methyl-1,3-dioxolan-2-yl)butyl-N'-benzoylthiourea